C12(CC(C1)C2)N2N=C1[C@H](N(CCC1=C2C2=CC=CC=C2)C(=O)C=2C=NN(C2C2CC2)C)C (R)-(2-(bicyclo[1.1.1]pentan-1-yl)-7-methyl-3-phenyl-2,4,5,7-tetrahydro-6H-pyrazolo[3,4-c]pyridin-6-yl)(5-cyclopropyl-1-methyl-1H-pyrazol-4-yl)methanone